(R)-6-bromo-4-((1-(3-(difluoromethyl)-2-fluorophenyl)ethyl)amino)-2-methylpyrido[2,3-d]pyrimidine BrC1=CC2=C(N=C(N=C2N[C@H](C)C2=C(C(=CC=C2)C(F)F)F)C)N=C1